4-carboxyl-phenyl-boric acid C(=O)(O)C1=CC=C(C=C1)OB(O)O